tert-Butyl 4-(3-bromo-5-isobutyl-1H-pyrazol-1-yl)piperidine-1-carboxylate BrC1=NN(C(=C1)CC(C)C)C1CCN(CC1)C(=O)OC(C)(C)C